Dimethyl-L-tartrat C[C@]([C@](C(=O)[O-])(O)C)(O)C(=O)[O-]